NC1=NC(=C2N=CN(C2=N1)CC1=C(C=C(C=C1F)N)F)C1=NC=CC(=C1)C#N 2-[2-amino-9-[(4-amino-2,6-difluoro-phenyl)methyl]purin-6-yl]pyridine-4-carbonitrile